The molecule is a branched amino tetrasaccharide consisting of N-acetyl-beta-glucosamine at the reducing end with an alpha-fucosyl-(1->2)-alpha-fucosyl group attached at the 3-position and an N-acetyl-beta-glucosaminyl residue attached at the 4-position. It has a role as an epitope. C[C@H]1[C@H]([C@H]([C@@H]([C@@H](O1)O[C@H]2[C@@H]([C@@H]([C@@H](O[C@H]2O[C@@H]3[C@H]([C@@H](O[C@@H]([C@H]3O[C@H]4[C@@H]([C@H]([C@H]([C@H](O4)CO)O)O)NC(=O)C)CO)O)NC(=O)C)C)O)O)O)O)O